BrC=1C=NN(C1C)CC(C)C 1-(4-bromo-5-methyl-1H-pyrazol-1-yl)-2-methylpropan